C(C1=CC=CC=C1)OC1=CC=C(C(=C1C=O)Br)Cl 6-(benzyloxy)-2-bromo-3-chlorobenzaldehyde